BrC1=C2C=CNC2=CC=C1NC(=O)C1=CC=2C3=C(COC2C=C1C=1C(=NC(=CC1)C(NCCC)=O)C(=O)O)C=CS3 3-(8-((4-bromo-1H-indol-5-yl)carbamoyl)-4H-thieno[3,2-c]chromen-7-yl)-6-(propylcarbamoyl)picolinic acid